O=C1N(C=CC2=CC=NC=C12)CC=1OC2=C(C1)C=CC=C2C(=O)O 2-((1-oxo-2,7-naphthyridin-2(1H)-yl)methyl)benzofuran-7-carboxylic acid